CC(=CCCC(=O)O)C.C(CC(=C)C)CC(=O)O.COC(C=1[Se]C=CC1)OC 2-(dimethoxymethyl)selenophene Isopentenyl-acetate (3-methylbut-2-en-1-yl-acetate)